FC=1C=C(C=C(C1)F)C=1SC=C(N1)COCCCCCCN1C[C@@H]([C@H]([C@@H]([C@H](C1)O)O)O)O (3S,4R,5R,6S)-1-(6-{[2-(3,5-difluorophenyl)-1,3-thiazol-4-yl]methoxy}hexyl)-3,4,5,6-azepanetetrol